cesium tricarbonate C(=O)([O-])OC(=O)OC(=O)[O-].[Cs+].[Cs+]